(2S)-2-methyl-1,4,5,6-tetrahydropyrimidine-6-carboxylic acid CC=1NC(CCN1)C(=O)O